2-(aziridine-1-yl)ethylamine N1(CC1)CCN